4-[1-(2-Methylphenyl)-1H-1,2,3-triazol-4-yl]piperidine-1-carboxylic acid tert-butyl ester C(C)(C)(C)OC(=O)N1CCC(CC1)C=1N=NN(C1)C1=C(C=CC=C1)C